5-((s)-5H-imidazo[5,1-a]isoindol-5-yl)-4,5,6,7-tetrahydrobenzo[c][1,2,5]oxadiazol-4-ol C=1N=CN2C1C1=CC=CC=C1[C@@H]2C2C(C=1C(=NON1)CC2)O